N(C(=N)N)CCN1N=NC(=C1)COC1=CC2=C(C=C1)OCO2 1-[2-(guanidino)ethyl]-4-[(3,4-methylenedioxyphenoxy)methyl]-1H-1,2,3-triazole